N-(4-((2S)-3-(2-(3-chlorophenyl)morpholino)-2-hydroxypropoxy)phenyl)-N-methylmethanesulfonamide ClC=1C=C(C=CC1)C1OCCN(C1)C[C@@H](COC1=CC=C(C=C1)N(S(=O)(=O)C)C)O